2-chloro-6,7-dihydro-5H-cyclopenta[d]pyrimidine-4-amine ClC=1N=C(C2=C(N1)CCC2)N